7-chloro-4-hydroxy-3-nitro-1-phenyl-1,8-naphthyridin-2(1H)-one ClC1=CC=C2C(=C(C(N(C2=N1)C1=CC=CC=C1)=O)[N+](=O)[O-])O